7-Cyclopentyl-2-{5-[(R)-4-(2-hydroxyethyl)-3-methyl-piperazin-1-yl]-pyridin-2-ylamino}-7H-pyrrolo[2,3-d]pyrimidine-6-carboxylic acid dimethylamide CN(C(=O)C1=CC2=C(N=C(N=C2)NC2=NC=C(C=C2)N2C[C@H](N(CC2)CCO)C)N1C1CCCC1)C